NC=1C(N(C=C(C1)C1CNCCC1(F)F)CC(F)(F)F)=O 3-amino-5-(4,4-difluoropiperidin-3-yl)-1-(2,2,2-trifluoroethyl)pyridin-2(1H)-one